FC=1C(=NC=C(C#N)C1C)O[C@@H]1C[C@]2(N(C=3C(=NN=C(C3)C3=C(C(=CC=C3)F)O)NC2)C1)CF 5-fluoro-6-(((6aR,8R)-2-(3-fluoro-2-hydroxyphenyl)-6a-(fluoromethyl)-5,6,6a,7,8,9-hexahydropyrrolo[1',2':4,5]pyrazino[2,3-c]pyridazin-8-yl)oxy)-4-methyl-nicotinonitrile